Cyanomethyl methyl(phenyl)carbamodithioate CN(C(=S)SCC#N)C1=CC=CC=C1